2,2-Dimethylpropanoic acid [3-[[2-(1,3-benzodioxol-5-yl)-1-methyl-ethyl]-methyl-carbamoyl] oxy-2,2-dimethyl-propyl] ester O1COC2=C1C=CC(=C2)CC(C)N(C(=O)OCC(COC(C(C)(C)C)=O)(C)C)C